4-(3-(cyclopropylmethoxy)-4-(difluoromethoxy)phenethyl)-2-methoxy-pyridine C1(CC1)COC=1C=C(CCC2=CC(=NC=C2)OC)C=CC1OC(F)F